4-Benzyl-1-((1-(3-cyclohexyl-2-methylpropanoyl)-4-hydroxypiperidin-4-yl)methyl)pyrrolidin-2-one C(C1=CC=CC=C1)C1CC(N(C1)CC1(CCN(CC1)C(C(CC1CCCCC1)C)=O)O)=O